COC(=O)NNC=1CCC[C@H](N1)C(=O)OC methyl (S)-6-(2-(methoxycarbonyl)hydrazineyl)-2,3,4,5-tetrahydropyridine-2-carboxylate